C(C)(C)(C)OC(=O)N1C(CNCC1)=O 2-oxo-piperazine-1-carboxylic acid tert-butyl ester